CC(C)(C)[S@@](=O)N[C@@H](C)C1=CC=2N(N=C1C1=CC=CC=C1)C=CN2 (R)-2-methyl-N-((S)-1-(6-phenylimidazo[1,2-b]pyridazin-7-yl)ethyl)propane-2-sulfinamide